C(C)[C@H]1C(C(O[C@]1(C(F)(F)F)C)C(=O)OCC)=O |r| ethyl rac-(4R,5R)-4-ethyl-5-methyl-3-oxo-5-(trifluoromethyl)tetrahydrofuran-2-carboxylate